C1(CCCCC1)CC=1C=C(C=CC1)C(C)=O 1-(3-(Cyclohexylmethyl)phenyl)ethan-1-one